N-cyclopropyl-2-(3-(1-methyl-3-oxoisoindolin-2-yl)-3-oxopropyl)oxazole-4-carboxamide C1(CC1)NC(=O)C=1N=C(OC1)CCC(=O)N1C(C2=CC=CC=C2C1=O)C